p-pentylbiphenyl C(CCCC)C1=CC=C(C=C1)C1=CC=CC=C1